COC=1C=C(C=CC1NCC#CC=1N(C2=CC=CC(=C2C1)NC1CCC(CC1)N1CC2(COC2)C1)CC(F)(F)F)S(=O)(=O)NC(CC)=O N-(3-methoxy-4-{[3-(4-{[(1R,4R)-4-{2-oxa-6-azaspiro[3.3]heptan-6-yl}cyclohexyl]amino}-1-(2,2,2-trifluoroethyl)-1H-indol-2-yl)prop-2-yn-1-yl]amino}benzenesulfonyl)propanamide